C(C1=CC=CC=C1)OC(=O)N1C[C@H](C[C@H](C1)C(F)(F)F)NC (3S,5R)-3-(methylamino)-5-(trifluoromethyl)piperidine-1-carboxylic acid benzyl ester